[N].[N].[N].[N].N#C nitrilomethane tetranitrogen